C(C1=CC=CC=C1)OC1=NC(=CC=C1C1=NN(C2=C(C=CC=C12)N1CCC(CC1)CN1[C@H](CN(CC1)C(=O)OC(C)(C)C)C)C)OCC1=CC=CC=C1 tert-butyl (S)-4-((1-(3-(2,6-bis(benzyloxy) pyridin-3-yl)-1-methyl-1H-indazol-7-yl) piperidin-4-yl) methyl)-3-methylpiperazine-1-carboxylate